Bis(trans-3-(trifluoromethyl)cyclobutyl) 2,2'-((((((R)-1-(6-amino-9H-purin-9-yl)propan-2-yl)oxy)methyl)phosphoryl)bis(azanediyl))bis(2-methylpropanoate) NC1=C2N=CN(C2=NC=N1)C[C@@H](C)OCP(=O)(NC(C(=O)O[C@@H]1C[C@H](C1)C(F)(F)F)(C)C)NC(C(=O)O[C@@H]1C[C@H](C1)C(F)(F)F)(C)C